9-ethyl-6-(2-methyl-5-tetrahydrofuryl-methoxybenzoyl)-9H-carbazole C(C)N1C2=CC=C(C=C2C=2C=CC=CC12)C(C1=C(C(=CC(=C1)C1OCCC1)OC)C)=O